C(CCC)C(C(C(C(=O)O)(CCCC)CCCC)(O)C(=O)O)C(=O)O.FC(CC(CC1=CC=CC=C1)I)(C(C(C(F)(F)F)(F)F)(F)F)F (4,4,5,5,6,6,7,7,7-nonafluoro-2-iodoheptyl)benzene tributyl-citrate